1,6-Hexandiol diacrylat C(C=C)(=O)OCCCCCCOC(C=C)=O